C(C=C)(=O)N1C[C@H](CC1)NC1=C2C(=NC=C1C(=O)OCOC(C)C)NC=C2 isopropoxymethyl (S)-4-((1-acryloylpyrrolidin-3-yl)amino)-1H-pyrrolo[2,3-b]pyridine-5-carboxylate